3-[2,4-bis[(3R)-3-methylmorpholin-4-yl]pyrido[2,3-d]pyrimidin-7-yl]-N-[2-[2-[2-[2-(2-oxoethoxy)ethoxy]ethoxy]ethoxy]ethyl]benzamide C[C@H]1N(CCOC1)C=1N=C(C2=C(N1)N=C(C=C2)C=2C=C(C(=O)NCCOCCOCCOCCOCC=O)C=CC2)N2[C@@H](COCC2)C